CC1=C(C=NC(=C1)C)S(=O)(=O)N1[C@H]2CC(C[C@@H]1CC2)CN2CCOCC2 4-(((1R,3s,5S)-8-((4,6-Dimethylpyridin-3-yl)sulfonyl)-8-azabicyclo[3.2.1]octan-3-yl)methyl)morpholine